N-(2,6-difluorophenyl)-5-fluoro-4-[4-methyl-5-oxo-3-(trifluoromethyl)-4,5-dihydro-1H-1,2,4-triazol-1-yl]-2-{[(2S)-1,1,1-trifluoropropan-2-yl]oxy}benzamide FC1=C(C(=CC=C1)F)NC(C1=C(C=C(C(=C1)F)N1N=C(N(C1=O)C)C(F)(F)F)O[C@H](C(F)(F)F)C)=O